CC(C(=O)OCC(C1=CC(=CC=C1)Cl)N)[C@H](C)NC(C(C(=O)NC1=CC(=CC(=C1)F)F)C)=O 2-amino-2-(m-chlorophenyl)ethanol methyl-(3S)-3-[[3-(3,5-difluoroanilino)-2-methyl-3-oxo-propanoyl]amino]butanoate